C(N)(OC1=CN=NN1)=O 1H-1,2,3-triazol-5-yl carbamate